1-(2-nitrophenyl)butan-3-en-1-ol [N+](=O)([O-])C1=C(C=CC=C1)C(CC=C)O